O=C1NC(CCC1N1C(C2=CC=C(C=C2C1=O)NCCCCCNC(OC(C)(C)C)=O)=O)=O tert-butyl (5-((2-(2,6-dioxopiperidin-3-yl)-1,3-dioxoisoindolin-5-yl)amino)pentyl)-carbamate